C(C)(C)C1=NN(C(=C1)C(=O)NC(C)C1=CN=C(S1)C1=CC(=NC=C1)C(F)(F)F)C 3-isopropyl-1-methyl-N-(1-(2-(2-(trifluoromethyl)pyridin-4-yl)thiazol-5-yl)ethyl)-1H-pyrazole-5-carboxamide